BrC1=CN=C(N=N1)N1CC(NCC1)C(C)(C)C 6-bromo-3-(3-tert-butylpiperazin-1-yl)-1,2,4-triazine